5-(3-amino-2-chloro-phenyl)-7-methyl-7H-pyrrolo[2,3-d]pyrimidin-4-ylamine NC=1C(=C(C=CC1)C1=CN(C=2N=CN=C(C21)N)C)Cl